(R)-N-(1-(6,7-difluoro-1-oxo-1,2-dihydroisoquinolin-4-yl)ethyl)-N-methyl-1H-indole-2-carboxamide FC=1C=C2C(=CNC(C2=CC1F)=O)[C@@H](C)N(C(=O)C=1NC2=CC=CC=C2C1)C